3-fluoro-4-[[4-methyl-5-[(2-methyl-2-azaspiro[3.3]hept-6-yl)oxy]-3-pyridinyl]methyl]pyridin-2-amine FC=1C(=NC=CC1CC=1C=NC=C(C1C)OC1CC2(CN(C2)C)C1)N